C(C1=CC=CC=C1)(=O)N1C(N(C=C(C1=O)C)C1CC2(C1)CCC(CC2)NC(=O)NCCCC)=O 1-(2-(3-Benzoyl-5-methyl-2,4-dioxo-3,4-dihydropyrimidin-1(2H)-yl)spiro[3.5]nonan-7-yl)-3-butylurea